16-(cyclohexanesulfonamido)hexadecanoic acid C1(CCCCC1)S(=O)(=O)NCCCCCCCCCCCCCCCC(=O)O